(R)-5-(2-amino-[1,2,4]triazolo[1,5-a]pyridin-7-yl)-N-(1-(2-fluoro-5-(trifluoromethyl)phenyl)ethyl-2,2,2-d3)-2,6-dimethylnicotinamide NC1=NN2C(C=C(C=C2)C=2C(=NC(=C(C(=O)N[C@H](C([2H])([2H])[2H])C3=C(C=CC(=C3)C(F)(F)F)F)C2)C)C)=N1